(+/-)-1-(4-methyl-1-piperazinyl)-2-propanol CN1CCN(CC1)C[C@@H](C)O |r|